6-methoxy-3,4-dihydro-naphthol COC=1C=C2CCC=C(C2=CC1)O